(1S,2S,3S,6R)-6-((4-chlorophenethyl)amino)-4-((difluoromethoxy)methyl)cyclohex-4-ene-1,2,3-triol ClC1=CC=C(CCN[C@@H]2C=C([C@@H]([C@@H]([C@H]2O)O)O)COC(F)F)C=C1